OC=1C=C2C(=CC(=CC2=C(C1)OC)C(=O)O)OC 6-hydroxy-4,8-dimethoxy-2-naphthoic acid